N1=CNC(C2=C1SC1=C2CCCC1)=O 5,6,7,8-tetrahydrobenzo[4,5]thieno[2,3-d]pyrimidin-4(3H)-one